CC=1N=C(C2=C(N1)C=NC(=C2)C2CCOCC2)N[C@H](C)C2=CC(=CC=C2)C(F)(F)F 2-methyl-6-(oxan-4-yl)-N-{(1R)-1-[3-(trifluoromethyl)phenyl]ethyl}pyrido[3,4-d]pyrimidin-4-amine